COC([C@@H](NC([C@@H](NC(C)=O)CCCCNC(=O)OC(C)(C)C)=O)CSC([2H])([2H])[2H])=O N-(N2-acetyl-N6-(t-butoxycarbonyl)-L-lysyl)-S-(methyl-d3)-L-cysteine methyl ester